ClC1=CC(N(N=C1Cl)CC)=O 5,6-dichloro-2-ethyl-3(2H)-pyridazinone